C(CCC)C1=CC=C(C=C1)C(=O)C1=C(C=C(C(=C1)O)O)Cl (4-butylphenyl)(2-chloro-4,5-dihydroxyphenyl)methanone